Methyl 3'-(2,4-bis(benzyloxy)-5-isopropyl-N-propylbenzamido)-5-(ethyl(tetrahydro-2H-pyran-4-yl)amino)-4-methyl-[1,1'-biphenyl]-3-carboxylate C(C1=CC=CC=C1)OC1=C(C(=O)N(CCC)C=2C=C(C=CC2)C2=CC(=C(C(=C2)N(C2CCOCC2)CC)C)C(=O)OC)C=C(C(=C1)OCC1=CC=CC=C1)C(C)C